2-(2-amino-6-((4-cyclopropylphenyl)amino)-9H-purin-9-yl)-N-(1-ethyl-3-methyl-1H-pyrazol-5-yl)acetamide NC1=NC(=C2N=CN(C2=N1)CC(=O)NC1=CC(=NN1CC)C)NC1=CC=C(C=C1)C1CC1